[Ru].C(C1=CC=CC=C1)=C1C(CCCC1)P(C1CCCCC1)C1CCCCC1 (benzylidene)(tricyclohexylphosphine) ruthenium